2-fluoro-4-(1-(4-((trifluoromethyl)sulfinyl)phenyl)-1H-1,2,4-triazol-3-yl)aniline FC1=C(N)C=CC(=C1)C1=NN(C=N1)C1=CC=C(C=C1)S(=O)C(F)(F)F